FC(C(=O)N1CC(C1)N1N=C(C=2C1=NC=CC2)C=2C(=NC(=CC2)C(F)(F)F)F)=C 2-fluoro-1-(3-(3-(2-fluoro-6-(trifluoromethyl)pyridin-3-yl)-1H-pyrazolo[3,4-b]pyridin-1-yl)azetidin-1-yl)prop-2-en-1-one